N-(1-cyanocyclopropyl)-3-(5-(difluoromethyl)-1,3,4-thiadiazol-2-yl)-8-((2R,5S)-5-ethyl-2-(methoxymethyl)morpholino)imidazo[1,2-a]pyridine-6-sulfonamide C(#N)C1(CC1)NS(=O)(=O)C=1C=C(C=2N(C1)C(=CN2)C=2SC(=NN2)C(F)F)N2C[C@@H](OC[C@@H]2CC)COC